2,6-dimethylpyrazolo[1,5-b][1,2,4]triazole CC1=NC=2N(N1)N=C(C2)C